(2S)-1-methyl-2-(5-methylpyridin-3-yl)pyrrolidin-1-ium benzoate C(C1=CC=CC=C1)(=O)[O-].C[NH+]1[C@@H](CCC1)C=1C=NC=C(C1)C